N1(CCC1)C1=C(C=CC(=N1)C(=O)N[C@@H](CO)CC(C)C)OC1=CC=C(C=C1)C(F)(F)F 6-(Azetidin-1-yl)-N-[(2R)-1-hydroxy-4-methylpentan-2-yl]-5-[4-(trifluoromethyl)phenoxy]pyridine-2-carboxamide